CN(C1(CCC2(CNC(N2CCC(F)(F)F)=O)CC1)C1=CC=CC=C1)C 8-(dimethylamino)-8-phenyl-1-(3,3,3-trifluoropropyl)-1,3-diazaspiro[4.5]decan-2-one